C1(=CC=C(C=C1)C#CC1=NNC2=CC=C(C=C12)C=1C=C(C=NC1)C(C(=O)N)C(C)C)C1=CC=CC=C1 (5-(3-([1,1'-biphenyl]-4-ylethynyl)-1H-indazol-5-yl)pyridin-3-yl)-3-methylbutanamide